methyl (2S)-2-amino-3-(6-fluoro-2,3-dimethylphenyl)butanoate N[C@H](C(=O)OC)C(C)C1=C(C(=CC=C1F)C)C